D-galactopyranosyl-(1->3)-L-arabinose C1([C@H](O)[C@@H](O)[C@@H](O)[C@H](O1)CO)O[C@H]([C@H](C=O)O)[C@@H](O)CO